3-chloro-N-[(1s,4s)-4-{[2-(trifluoromethyl)quinolin-4-yl]amino}cyclohexyl]thiophene-2-carboxamide (3-chloro-5-(3-(dimethylamino)propoxy)-4-methylphenyl)carbamate ClC=1C=C(C=C(C1C)OCCCN(C)C)NC(O)=O.ClC1=C(SC=C1)C(=O)NC1CCC(CC1)NC1=CC(=NC2=CC=CC=C12)C(F)(F)F